C(=O)(O)C=1C(=C(C(=O)O)C=CC1C(=O)O)O carboxyl-hydroxyterephthalic acid